ethyl laurylarginate C(CCCCCCCCCCC)N[C@@H](CCCNC(N)=N)C(=O)OCC